COC(NC=1SC(=C(N1)C)S(=O)(=O)N1CCN(CC1)C[C@H](C)NC=1C2=C(N=C(N1)C1CC1)C(=CS2)C)=O Methyl-N-[5-({4-[(2S)-2-({2-cyclopropyl-7-methylthieno[3,2-d]pyrimidin-4-yl}amino)propyl]piperazin-1-yl}sulfonyl)-4-methyl-1,3-thiazol-2-yl]carbamat